5-((3-(2-(benzo[b]thiophen-2-yl)ethyl)-3-(ethoxymethyl)pyrrolidin-1-yl)methyl)-2-methylpyridine S1C2=C(C=C1CCC1(CN(CC1)CC=1C=CC(=NC1)C)COCC)C=CC=C2